2-hydroxy-1-(4-((trimethylsilyl)ethynyl)-3,6-dihydropyridin-1(2H)-yl)ethan-1-one isopropyl-(S)-6-diazo-2-((2R,3R)-3-hydroxy-2-methylbutanamido)-5-oxohexanoate C(C)(C)OC([C@H](CCC(C=[N+]=[N-])=O)NC([C@@H]([C@@H](C)O)C)=O)=O.OCC(=O)N1CCC(=CC1)C#C[Si](C)(C)C